2-(benzyloxy)-6-chloro-3-(trifluoromethoxy)pyridine C(C1=CC=CC=C1)OC1=NC(=CC=C1OC(F)(F)F)Cl